COC=1C=CC=C2C3(COC(C12)CNC)CC3 1-(8'-Methoxyspiro[cyclopropane-1,4'-isochroman]-1'-yl)-N-methyl-methylamine